CC(S(=O)(=O)O)C=1C=C(C=C2CCOCC12)Br.NC=1C2=C(N=CN1)N(C(=C2C2=CC=C(C(=O)N(CC1COC1)C)C=C2)C2=C(C=C(C=C2)NC(C(=C)C)=O)F)C 4-(4-amino-6-(2-fluoro-4-methacrylamido-phenyl)-7-methyl-7H-pyrrolo[2,3-d]pyrimidin-5-yl)-N-methyl-N-(oxetan-3-ylmethyl)benzamide methyl-(6-bromoisochroman-8-yl)methanesulfonate